(2R)-N-((S)-(3-chloro-2,4-difluorophenyl)(cis-3-(difluoromethoxy)cyclobutyl)-methyl)-2-methyl-3-oxopiperazine-1-carboxamide ClC=1C(=C(C=CC1F)[C@@H](NC(=O)N1[C@@H](C(NCC1)=O)C)[C@@H]1C[C@@H](C1)OC(F)F)F